Isopropylidene[(3-n-butyl-2,4-cyclopentadienyl)-(7H-dibenzo[c,g]fluorenyl)]zirconium dichloride [Cl-].[Cl-].C(C)(C)=[Zr+2]C1=C(C=CC=2C=CC=3CC=4C=CC5=C(C4C3C21)C=CC=C5)C5C=C(C=C5)CCCC